O(C1=CC=CC=C1)C=1C=C(C[N+]#[C-])C=CC1 3-PHENOXYBENZYL ISOCYANIDE